ClC=1C=NN(C1C1=NC=C(C(=C1)OC1CN(C1)C(=O)N1N=CC[C@H]1C=1C=C(C#N)C=C(C1)F)F)C (S)-3-(1-(3-((2-(4-chloro-1-methyl-1H-pyrazol-5-yl)-5-fluoropyridin-4-yl)oxy)azetidine-1-carbonyl)-4,5-dihydro-1H-pyrazol-5-yl)-5-fluorobenzonitrile